N(=C=S)C=1C(N(C=C(C1)C(F)(F)F)C1COCC1)=O 3-isothiocyanato-1-(tetrahydrofuran-3-yl)-5-(trifluoromethyl)pyridin-2(1H)-one